(2-phenylbenzo[d]oxazol-7-yl)boric acid C1(=CC=CC=C1)C=1OC2=C(N1)C=CC=C2OB(O)O